FC=1C=C(C=CC1OCC(C)C)CNC(N(CC1CCN(CC1)C)CC1=CC=C(C=C1)F)=O 3-(3-fluoro-4-isobutoxyphenylmethyl)-1-(4-fluorophenylmethyl)-1-((1-methylpiperidin-4-yl)methyl)urea